FC(OC[C@@H]1CN(C[C@H](N1)C)C=1C=2N(C=C(C1)S(=O)(=O)NC1(CC1)C)C(=NC2)C=2SC(=NN2)C(F)F)F |o1:4,8| rel-8-((3S,5R)-3-((difluoromethoxy)methyl)-5-methylpiperazin-1-yl)-3-(5-(difluoromethyl)-1,3,4-thiadiazol-2-yl)-N-(1-methylcyclopropyl)imidazo[1,5-a]pyridine-6-sulfonamide